(S)-2-((R)-4-(2-chloro-5-cyano-3-((8-cyano-4-(cyclopropylamino)pyrazolo[1,5-a][1,3,5]triazin-2-yl)amino)phenyl)-3-methylpiperazin-1-yl)propanamide ClC1=C(C=C(C=C1NC1=NC=2N(C(=N1)NC1CC1)N=CC2C#N)C#N)N2[C@@H](CN(CC2)[C@H](C(=O)N)C)C